CSN1C=NC2=NC=NC(=C12)NOC 7-methylthio-N6-methoxy-adenine